N-[6-(2,2-difluoroethoxy)-5-fluoro-2-methoxy-3-pyridyl]-7-(oxetan-3-yl)imidazo[1,2-a]pyridine-3-sulfonamide FC(COC1=C(C=C(C(=N1)OC)NS(=O)(=O)C1=CN=C2N1C=CC(=C2)C2COC2)F)F